NC=1C(=NC(=C(N1)C=1OC=CN1)C1=CN(C(C=C1)=O)C)C(=O)NCC1=C(C(=CC=C1)N(C)C)F 3-amino-N-(3-(dimethylamino)-2-fluorobenzyl)-6-(1-methyl-6-oxo-1,6-dihydropyridin-3-yl)-5-(oxazol-2-yl)pyrazine-2-carboxamide